Allyl-oxy-ethanol C(C=C)OC(C)O